α-(4-cyano-benzyl)-proline C(#N)C1=CC=C(C[C@@]2(NCCC2)C(=O)O)C=C1